9-(3-ethynylphenyl)carbazole C(#C)C=1C=C(C=CC1)N1C2=CC=CC=C2C=2C=CC=CC12